(2R)-1,1-difluoro-2-[5-(4H-pyrazolo[1,5-c][1,3]thiazol-3-yl)-1,2,4-oxadiazol-3-yl]-6-azaspiro[2.5]octane-6-sulfonamide FC1([C@H](C12CCN(CC2)S(=O)(=O)N)C2=NOC(=N2)C=2C=NN1CSCC12)F